BrC1=CN(C(C2=C1N=C(N=C2)SC)=O)C2=NC=CC=C2F 8-bromo-6-(3-fluoropyridin-2-yl)-2-(methylthio)pyrido[4,3-d]pyrimidin-5(6H)-one